S-(((3aS,4S,6R,6aR)-6-(4-Amino-2-chloro-7H-pyrrolo[2,3-d]pyrimidin-7-yl)-2,2-dimethyltetrahydrofuro[3,4-d][1,3]dioxol-4-yl)methyl) thioacetate C(C)(=O)SC[C@H]1O[C@H]([C@@H]2OC(O[C@@H]21)(C)C)N2C=CC1=C2N=C(N=C1N)Cl